(2E)-3-(4-fluorophenyl)-2-(pyridin-4-yl)prop-2-enenitrile FC1=CC=C(C=C1)/C=C(/C#N)\C1=CC=NC=C1